5-(2,3-dimethylphenyl)-6-methoxy-3-(1-methyl-1H-pyrazol-4-yl)-1H-pyrazolo[4,3-b]pyridine CC1=C(C=CC=C1C)C1=C(C=C2C(=N1)C(=NN2)C=2C=NN(C2)C)OC